COC=1C=C2CCN(CC2=CC1NC1=NC=C2C(=N1)N(N=C2)C[C@@H]2C[C@H](CN2)O)C (3R,5S)-5-[[6-[(6-methoxy-2-methyl-3,4-dihydro-1H-isoquinolin-7-yl)amino]pyrazolo[3,4-d]pyrimidin-1-yl]methyl]pyrrolidin-3-ol